C[C@H]1N(CC[C@H](C1)OC=1C=C2CNC(C2=CC1)=O)C(=O)OC(C)(C)C tert-butyl (2R,4R)-2-methyl-4-(1-oxoisoindolin-5-yl)oxy-piperidine-1-carboxylate